5-bromo-2-(2,6-dioxopiperidin-3-yl)-3-oxoisoindoline-4-carboxylic acid BrC1=C(C=2C(N(CC2C=C1)C1C(NC(CC1)=O)=O)=O)C(=O)O